(2S,4S)-4-hydroxy-1,4-dimethyl-pyrrolidine-2-carboxylic acid O[C@]1(C[C@H](N(C1)C)C(=O)O)C